ClC1=NC(=CC(=N1)NC1=NNC2=CC=C(C=C12)CC1=C(OC(CNC(OC(C)(C)C)=O)C)C=CC(=C1)F)Cl tert-butyl (2-(2-((3-((2,6-dichloropyrimidin-4-yl)amino)-1H-indazol-5-yl)methyl)-4-fluorophenoxy)propyl)carbamate